(S)-4-(4-chlorophenyl)-2-isopropylmorpholine ClC1=CC=C(C=C1)N1C[C@@H](OCC1)C(C)C